3-phenyl-piperidine tert-butyl-6-((6-cyano-8-cyclopentyl-7-oxo-7,8-dihydropyrido[2,3-d]pyrimidin-2-yl)amino)-3,4-dihydroisoquinoline-2(1H)-carboxylate C(C)(C)(C)OC(=O)N1CC2=CC=C(C=C2CC1)NC=1N=CC2=C(N1)N(C(C(=C2)C#N)=O)C2CCCC2.C2(=CC=CC=C2)C2CNCCC2